C1(CC1)NC=1C2=C(N=C(N1)C1=C(C(=CC(=C1Cl)OC)OC)Cl)C=NC(=C2)N[C@@H]2COCC[C@@H]2NC(C=C)=O N-((3S,4S)-3-((4-(cyclopropylamino)-2-(2,6-dichloro-3,5-dimethoxyphenyl)pyrido[3,4-d]pyrimidin-6-yl)amino)tetra-hydro-2H-pyran-4-yl)acrylamide